2-Chlorooctahydrocyclopenta[c]pyrrole ClN1CC2C(C1)CCC2